3-chloro-5-fluoro-4-[1-methyl-4-(trifluoromethyl)imidazol-2-yl]benzoic acid ClC=1C=C(C(=O)O)C=C(C1C=1N(C=C(N1)C(F)(F)F)C)F